C(N)(=O)C1=CC=C(C=C1)[C@H](C1=[N+](C=CC=C1)[O-])OC1=CC=C2C(CCOC2=C1C)=O (R)-2-((4-carbamoylphenyl)((8-methyl-4-oxochroman-7-yl)oxy)methyl)pyridine 1-oxide